C[O-].[Ca+2].C[O-] Calcium methoxid